BrCC(=O)C1=CC=NS1 2-bromo-1-(isothiazol-5-yl)ethan-1-one